3-amino-8-hydroxy-1-(pent-4-en-1-yloxy)anthracene-9,10-dione NC=1C=C(C=2C(C3=C(C=CC=C3C(C2C1)=O)O)=O)OCCCC=C